(1r,4r)-N1-(4-(3-(4-fluorobenzyl)-1H-pyrrolo[2,3-b]pyridin-5-yl)pyridin-2-yl)cyclohexane-1,4-diamine FC1=CC=C(CC2=CNC3=NC=C(C=C32)C3=CC(=NC=C3)NC3CCC(CC3)N)C=C1